ClC1=CC=C(C=C1)NC(=N)NCCC1=CC(=CC=2C3=CC(=C(C=C3NC12)Cl)Cl)NC1=CC=C(C=C1)Cl 1-(4-Chlorophenyl)-3-(2-(6,7-dichloro-3-((4-chlorophenyl)amino)-9H-carbazol-1-yl)ethyl)guanidine